C(C)(C)(C)C1N(CCC1N)C(=O)O.NC1CN(CC1)C(=O)OC(C)(C)C Tert-butyl 3-aminopyrrolidine-1-carboxylate (tert-butyl 3-aminopyrrolidine-1-carboxylate)